Cl.N[C@H](COC=1C(=CC(=C(C(=O)OC)C1)Cl)F)C methyl (S)-5-(2-aminopropoxy)-2-chloro-4-fluorobenzoate hydrochloride